C(C(=C)C)(=O)OC(C)CC(C)(C)C 4,4-dimethyl-2-pentyl methacrylate